C(CCCCCCCCCCC)NCCC(=O)O N-laurylβ-alanine